C(C)C1=NN=C2N1C=C(C=C2)C=O 3-ethyl-[1,2,4]triazolo[4,3-a]pyridine-6-carbaldehyde